CC1=C(C=C(C=C1)C)NC(N(C)C(C)CCC1=CC=C(C=C1)OC)=O 3-(2,5-dimethylphenyl)-1-(4-(4-methoxyphenyl)butan-2-yl)-1-methylurea